The molecule is the 20-hydroxy derivative of leukotriene B4. It has a role as a human metabolite and a mouse metabolite. It derives from a leukotriene B4. It is a conjugate acid of a 20-hydroxy-leukotriene B4(1-). C(CC/C=C\\C[C@H](/C=C/C=C/C=C\\[C@H](CCCC(=O)O)O)O)CCO